C(C1=CC=CC=C1)OC(=O)C1(N=C(CC1)C1=CC=CC=C1)C(F)F 2-(difluoromethyl)-5-phenyl-3,4-dihydro-2H-pyrrole-2-carboxylic acid benzyl ester